FC1=CC=C(C=C1)N1N=CC2=CC(=C(C=C12)C)C1(CN(CC1)S(=O)(=O)C=1C=NN(C1)C)CC=1C=NC(=CC1)C(F)(F)F 1-(4-fluorophenyl)-6-methyl-5-(1-({1-methyl-1H-pyrazol-4-yl}sulfonyl)-3-((6-(trifluoromethyl)pyridin-3-yl)methyl)pyrrolidin-3-yl)-1H-indazole